C(CCC)N1N=NN=C1C(C=1C=C(C=CC1)O)N1CCN(CC1)C1=NC=CC=C1 3-((1-butyl-1H-tetrazol-5-yl)(4-(pyridin-2-yl)piperazin-1-yl)methyl)phenol